ClC1=CC=C(C=N1)CN1C(=NCC1)N[N+](=O)[O-] N-[1-[(6-chloropyridin-3-yl)methyl]-4,5-dihydroimidazol-2-yl]nitramide